8-((6-chloropyridin-3-yl)methyl)-3-(cyclopropanecarbonyl)pyrido[2,3-d]pyrimidine-2,4(3H,8H)-dione ClC1=CC=C(C=N1)CN1C=CC=C2C1=NC(N(C2=O)C(=O)C2CC2)=O